C1(=CC=CC=C1)C=1N=C(C=2N(C1)N=CC2)O[C@H]2CCN(CCC2)C(=O)OC(C)(C)C tert-butyl (R)-4-((6-phenylpyrazolo[1,5-a]pyrazin-4-yl)oxy)azepane-1-carboxylate